C(CCCCCCC\C=C/CCCCCCCC)OC(C(=C)CC(=O)OCCCCCCCC\C=C/CCCCCCCC)=O itaconic acid di-oleylester